4-(3-((tert-butyldimethylsilyl)oxy)propoxy)-2-isopropylpyridin-3-amine [Si](C)(C)(C(C)(C)C)OCCCOC1=C(C(=NC=C1)C(C)C)N